2-(5-bromo-2-methylphenyl)oxirane BrC=1C=CC(=C(C1)C1OC1)C